N-[(2-chloroquinolin-7-yl)methyl]-N-(5,6,7,8-tetrahydroquinoxalin-5-yl)pyridine-3-carboxamide ClC1=NC2=CC(=CC=C2C=C1)CN(C(=O)C=1C=NC=CC1)C1C=2N=CC=NC2CCC1